BrC1=CC=C(C=N1)N1C(N(C2=C1C(=CC=C2)C)CC(=O)NCC(F)(F)F)=O 2-[3-(6-bromo-3-pyridyl)-4-methyl-2-oxo-benzimidazol-1-yl]-N-(2,2,2-trifluoroethyl)acetamide